ClC1=CC=C(C2=C1C1(CCCC1)SN2)N 4-chloro-1H-spiro[2,1-benzothiazole-3,1'-cyclopentan]-7-amine